ClC=1C=NC(=NC1)N1CCC(CC1)CCCOC1=CC(=C(C(=C1)F)CC(=O)N1CC(C1)CNC[C@@H]([C@H]([C@@H]([C@@H](CO)O)O)O)O)F 2-[4-[3-[1-(5-chloropyrimidin-2-yl)-4-piperidyl]propoxy]-2,6-difluoro-phenyl]-1-[3-[[[(2S,3R,4R,5R)-2,3,4,5,6-pentahydroxyhexyl]amino]methyl]-azetidin-1-yl]ethanone